2-(3,5-difluorophenoxy)-N-(3-methylsulfonyl-phenyl)-5-(trifluoromethyl)pyridine FC=1C=C(OC2N(C=C(C=C2)C(F)(F)F)C2=CC(=CC=C2)S(=O)(=O)C)C=C(C1)F